C(C)(C)OCCOCC1=CC=C(C=C1)O 4-((2-isopropoxyethoxy)methyl)phenol